C(=O)O.ClC=1C=C2CCCN(C2=C(C1)C1=C2C(=NC=C1)C=C(S2)CN2C(CCC2=O)=O)[C@H]2CNCC2 (R)-1-((7-(6-chloro-1-(pyrrolidin-3-yl)-1,2,3,4-tetrahydroquinolin-8-yl)thieno[3,2-b]pyridin-2-yl)methyl)pyrrolidine-2,5-dione, formic acid salt